(2R)-2-(6-{5-chloro-2-[(oxan-4-yl)amino]pyrimidin-4-yl}-1-oxo-2,3-dihydro-1H-isoindol-2-yl)-N-[(1R)-1-{6-[(3S)-3-methylpiperazin-1-yl]pyridin-2-yl}ethyl]propanamide ClC=1C(=NC(=NC1)NC1CCOCC1)C1=CC=C2CN(C(C2=C1)=O)[C@@H](C(=O)N[C@H](C)C1=NC(=CC=C1)N1C[C@@H](NCC1)C)C